FC(C=1C=C(C=CC1F)N1C=C(C=2[C@@H]([C@H](CCC12)F)O)C(F)(F)F)F (4s,5s)-1-(3-(difluoromethyl)-4-fluorophenyl)-5-fluoro-3-(trifluoromethyl)-4,5,6,7-tetrahydro-1H-indol-4-ol